N-(2-(5-(6-(3-cyanopyrrolo[1,2-b]pyridazin-7-yl)-4-((tetrahydro-2H-pyran-4-yl)amino)pyridin-3-yl)-1,3,4-thiadiazol-2-yl)-2-azaspiro[3.5]nonan-7-yl)acetamide C(#N)C1=CC=2N(N=C1)C(=CC2)C2=CC(=C(C=N2)C2=NN=C(S2)N2CC1(C2)CCC(CC1)NC(C)=O)NC1CCOCC1